C(CC=C)C1=NNC2=C(C=CC=C12)F 3-(but-3-en-1-yl)-7-fluoro-1H-indazole